C(C)OC=1C(=NC(=NC1N1CCCCC1)SC)NC1=NNC(=C1)C 5-ethoxy-N-(5-methyl-1H-pyrazol-3-yl)-2-(methylthio)-6-(piperidin-1-yl)pyrimidin-4-amine